C(C)(C)(C)OC(=O)N[C@@H](CC1=CC=CC=C1)C(=O)N[C@H](CCC(=O)OCC)C(=O)OCC Diethyl (tert-butoxycarbonyl)-L-phenylalanyl-D-glutamate